5,6-dichloro-2,3-dihydro-1H-inden-1-one ClC=1C=C2CCC(C2=CC1Cl)=O